1,10-diaminodecane disulfate S(=O)(=O)(O)OS(=O)(=O)O.NCCCCCCCCCCN